2,2-dimethyl-3,4-propylenedioxythiophene CC1(COC2=CSC=C2OC1)C